C1(CC1)S(=O)(=O)C1=CC(=C(C=C1)C1(NC(=C(C(=N1)N(C1=NN(C(=C1)C)C1OCCCC1)CC1=CC=C(C=C1)OC)OC)C=1C=NN(C1)C)N)F 2-(4-(cyclopropylsulfonyl)-2-fluorophenyl)-5-methoxy-N4-(4-methoxybenzyl)-N4-(5-methyl-1-(tetrahydro-2H-pyran-2-yl)-1H-pyrazol-3-yl)-6-(1-methyl-1H-pyrazol-4-yl)pyrimidine-2,4-diamine